CC1=C(C=NN1)C1OCC(C=2NC(C3=C(C21)C=CS3)=O)C(F)(F)F (5-methyl-1H-pyrazol-4-yl)-4-(trifluoromethyl)-1,3,4,5-tetrahydro-6H-pyrano[4,3-b]thieno[3,2-d]pyridin-6-one